C(C)(=O)OC(=CC1=CC=CC=C1)OC(C)=O diacetoxystyrene